N-(4-methoxy-naphthalen-1-yl)methanesulfonamide COC1=CC=C(C2=CC=CC=C12)NS(=O)(=O)C